BrC1=CC2=C(NC(C3N(C2=O)CCN(C3)C(COC3=C(C=C(C#N)C=C3C)C)=O)=O)C=C1 4-(2-(8-bromo-6,12-dioxo-3,4,6,11,12,12a-hexahydrobenzo[e]pyrazino[1,2-a][1,4]diazepin-2(1H)-yl)-2-oxoethoxy)-3,5-dimethylbenzonitrile